7-chloro-6-fluoropyrido[2,3-d]Pyrimidine-2,4(1H,3H)-dione ClC=1C(=CC2=C(NC(NC2=O)=O)N1)F